FC1=C(C=C2CC([C@H](C2=C1)NC(O[C@@H]1CN2CCC1CC2)=O)(C)C)C2=C(C=C(C=C2)OC)F (S)-quinuclidin-3-yl ((R)-6-fluoro-5-(2-fluoro-4-methoxyphenyl)-2,2-dimethyl-2,3-dihydro-1H-inden-1-yl)carbamate